ClC=1C=C(C=CC1)[C@@H]1[C@H](C1)C1=NC2=C(N1)C=C(C=C2)NCC=2N=C1N(C=C(C=C1)C1CC1)C2 2-((1S,2S)-2-(3-chlorophenyl)cyclopropyl)-N-((6-cyclopropylimidazo[1,2-a]pyridin-2-yl)methyl)-1H-benzo[d]imidazol-6-amine